ClC=1C=C(C=CC1)C=1N=C(SC1)N(/N=C/C1=C(C=C(C=C1)F)C(=O)O)C1CC1 (E)-4-(3-chlorophenyl)-2-[1-cyclopropyl-2-(2-carboxy-4-fluorobenzylidene)hydrazino]thiazole